S(=O)(=O)(O)C1=CC=C(C)C=C1.C(C1=CC=CC=C1)N1CC(OCC1)CCl 4-benzyl-2-(chloromethyl)morpholine tosylate